ClC=1C=2N(C=C(N1)C1=CC(=NC=C1C)C(C)NCC)N=CN2 (4-(8-chloro-[1,2,4]triazolo[1,5-a]pyrazin-6-yl)-5-methylpyridin-2-yl)-N-ethylethan-1-amine